methyl 4-(2-(5-(2-(4-chloro-2-fluorophenyl)-2-methylbenzo[d][1,3]dioxol-4-yl)pyrimidin-2-yl)acetamido)-3-((((S)-oxetan-2-yl)methyl)amino)benzoate ClC1=CC(=C(C=C1)C1(OC2=C(O1)C=CC=C2C=2C=NC(=NC2)CC(=O)NC2=C(C=C(C(=O)OC)C=C2)NC[C@H]2OCC2)C)F